naphthalene-1,4-dicarboxylic acid difluoride C1(=CC=C(C2=CC=CC=C12)C(=O)F)C(=O)F